(S)-6-(4-chlorophenyl)-N-(1-(3-fluoro-4-chlorophenyl)ethyl)-2-(1-methyl-1H-pyrazol-4-yl)pyrimidine-4-carboxamide ClC1=CC=C(C=C1)C1=CC(=NC(=N1)C=1C=NN(C1)C)C(=O)N[C@@H](C)C1=CC(=C(C=C1)Cl)F